ClC1=CC=C(C=C1)C1=CC=NC(N1CC(C)(C)O)C=1C=NC=CC1OC 6-(4-Chlorophenyl)-N-(2-hydroxy-2-methylpropyl)-2-(4-methoxypyridin-3-yl)pyrimidin